BrC1=CC=C(C=N1)C(C(=O)O)(F)F 2-(6-bromopyridin-3-yl)-2,2-difluoroacetic acid